C(#N)CC(=O)N(C)C(NC1CC1)=O 2-cyano-N-(cyclopropylcarbamoyl)-N-methylacetamide